5-(1-(3-fluoropropyl)-1H-benzo[d][1,2,3]triazol-6-yl)-4-methoxy-N-(1-(oxetan-3-yl)piperidin-4-yl)pyrrolo[2,1-f][1,2,4]triazin-2-amine FCCCN1N=NC2=C1C=C(C=C2)C=2C=CN1N=C(N=C(C12)OC)NC1CCN(CC1)C1COC1